5-[2-(3,5-bistrifluoromethyl-phenyl)-ethylamino]-2-hydroxy-benzoic acid FC(C=1C=C(C=C(C1)C(F)(F)F)CCNC=1C=CC(=C(C(=O)O)C1)O)(F)F